lithium 4-vinylphenolate C(=C)C1=CC=C(C=C1)[O-].[Li+]